C(N)(OC(C1=CC=CC=C1)C(NC(C)C1=CC(=NC2=CC=CC=C12)N1C(CCC1)=O)=O)=O (1-(2-(2-oxopyrrolidin-1-yl)quinolin-4-yl)ethyl carbamoyl)benzyl carbamate